OC1(CN(CC1)C=1C=C(C=2N(C1)N=CC2C#N)C=2C=NC(=CC2)N2CC1N(C(C2)C1)CC=1C=NC(=CC1)OC)C 6-(3-Hydroxy-3-methyl-pyrrolidin-1-yl)-4-(6-(6-((6-methoxypyridin-3-yl)methyl)-3,6-diazabicyclo[3.1.1]heptan-3-yl)pyridin-3-yl)pyrazolo[1,5-a]pyridine-3-carbonitrile